((2S,3R,6R)-3-(((3-Fluoro-5-(trifluoromethyl)pyridin-2-yl)amino)methyl)-2,6-dimethylmorpholino)(6-(methyl-d3)-3-(2H-1,2,3-triazol-2-yl)pyridin-2-yl)methanone FC=1C(=NC=C(C1)C(F)(F)F)NC[C@@H]1[C@@H](O[C@@H](CN1C(=O)C1=NC(=CC=C1N1N=CC=N1)C([2H])([2H])[2H])C)C